[Br-].CC=1N=C(SC1C)N1N([NH2+]C(=N1)C1=CC=CC=C1)C1=CC=CC=C1 3-(4,5-dimethyl-thiazol-2-yl)-2,5-di-phenyltetrazolium bromide